CNC(=O)C=1NC=CC1 N-methyl-1H-2-pyrrolecarboxamide